2-hydroxyethyl acrylate butyl-acrylate C(CCC)OC(C=C)=O.C(C=C)(=O)OCCO